N-(1-(methylsulfonyl)piperidin-4-yl)-2-(3,4,5-trimethoxyphenyl)furo[3,2-b]pyridin-7-amine CS(=O)(=O)N1CCC(CC1)NC1=C2C(=NC=C1)C=C(O2)C2=CC(=C(C(=C2)OC)OC)OC